C(C)OCC=1OC(=CC(C1)=O)COCC 2,6-diethyloxymethyl-4-pyrone